N-[6-(4-amino-5-{3-fluoro-4-[(4-methylpyrimidin-2-yl)oxy]phenyl}-7-methyl-5H-pyrrolo[3,2-d]pyrimidin-6-yl)-5-methylpyridin-3-yl]-3-(benzenesulfonyl)propanamide NC=1C2=C(N=CN1)C(=C(N2C2=CC(=C(C=C2)OC2=NC=CC(=N2)C)F)C2=C(C=C(C=N2)NC(CCS(=O)(=O)C2=CC=CC=C2)=O)C)C